(R)-(5-(1-methyl-1H-pyrazol-3-yl)-1,3,4-oxadiazol-2-yl)(4-(7-methylpyrazolo[1,5-a]pyridin-2-yl)-6,7-dihydro-1H-imidazo[4,5-c]pyridin-5(4H)-yl)methanone CN1N=C(C=C1)C1=NN=C(O1)C(=O)N1[C@H](C2=C(CC1)NC=N2)C2=NN1C(C=CC=C1C)=C2